C(=O)=C1OC[C@H](N1C1=NN2CCOC3=C(C2=C1)C=CC(=C3)N[C@H](C(=O)N)C)C(F)(F)F (S)-2-((2-((S)-2-carbonyl-4-(trifluoromethyl)oxazolidin-3-yl)-5,6-dihydrobenzo[f]pyrazolo[1,5-d][1,4]oxazepin-9-yl)amino)propionamide